C(C)C=1N=C(SC1C)N 4-ethyl-5-methylthiazol-2-amine